FC1=C(C=CC(=C1C(F)(F)F)F)C1(CCC(CC1)C1CCC(CC1)CCC)O 1-[2,4-Difluoro-3-(trifluoromethyl)phenyl]-4-(4-propylcyclohexyl)cyclohexanol